(3R)-3-amino-5-[(4-chlorophenyl)methyl]-7-(4-ethyloxazol-2-yl)-8-fluoro-1,1-dioxo-2,3-dihydro-1λ6,5-benzothiazepin-4-one N[C@H]1CS(C2=C(N(C1=O)CC1=CC=C(C=C1)Cl)C=C(C(=C2)F)C=2OC=C(N2)CC)(=O)=O